(1S,6'E,13'R)-6-CHLORO-13'-HYDROXY-10'-METHYL-11'-OXO-3,4-DIHYDRO-2H-SPIRO[NAPHTHALENE-1,20'-[18]OXA[1,10]DIAZATRICYCLO[12.7.2.017,22]TRICOSA[6,14,16,22]TETRAENE]-13'-CARBOXYLIC ACID ClC=1C=C2CCC[C@]3(COC4=CC=C5[C@](CC(N(CC/C=C/CCCCN(C3)C4=C5)C)=O)(C(=O)O)O)C2=CC1